F[C@H]1CN(CC[C@H]1NC1=C2C=C(N(C2=CC=C1)CC(F)(F)F)C1=NOC(=N1)CNC(=O)C=1C=NN(C1)CCOC)C N-{[3-(4-{[(3S,4R)-3-fluoro-1-methylpiperidin-4-yl]amino}-1-(2,2,2-trifluoroethyl)-1H-indol-2-yl)-1,2,4-oxadiazol-5-yl]methyl}-1-(2-methoxyethyl)-1H-pyrazole-4-carboxamide